N(=C=O)CC(C(=O)OC(C)(C)C)(C)C tert-butyl 3-isocyanato-2,2-dimethylpropionate